C(CCCCC)(=O)OCCN(C(C=CC(NCCOCCN(C)C)=O)=O)CCOC(CCCCC)=O 2-methyl-9,12-dioxo-13-{2-[(1-oxohexyl) oxy] ethyl}-5-oxa-2,8,13-triazapentadec-10-en-15-yl hexanoate